NC1=NC(=NC(=N1)N(CC)CC)N Diaminodiethylamino-1,3,5-triazine